(2r,3s)-5-[6-[2-(3-pyridylmethyl)quinuclidin-3-yl]oxopyridazin-3-yl]-1H-indole N1=CC(=CC=C1)C[C@H]1N2CCC(C1C1=CC([C@@H](N=N1)C=1C=C3C=CNC3=CC1)=O)CC2